NCCS[P@](=O)(OC1=CC=CC=C1)N[C@@H](C)C(=O)OC(C)C Isopropyl ((R)-((2-aminoethyl)thio)(phenoxy)phosphoryl)-L-alaninate